2'-iodouridine I[C@@]1([C@@H](O[C@@H]([C@H]1O)CO)N1C(=O)NC(=O)C=C1)O